pyrimidone ethyl-methacrylate C(C)OC(C(=C)C)=O.N1C(N=CC=C1)=O